(R)-4-amino-N-(6-bromo-2,3-dihydrobenzofuran-3-yl)-N-methylimidazo[1,5-a]quinoxalin-8-formamide NC=1C=2N(C3=CC(=CC=C3N1)C(=O)N(C)[C@H]1COC3=C1C=CC(=C3)Br)C=NC2